2-(3-fluorophenyl)-N-[(2S)-2-hydroxy-3-methoxypropyl]-6-(4-methylphenyl)-3-oxo-2,3-dihydropyridazine-4-carboxamide FC=1C=C(C=CC1)N1N=C(C=C(C1=O)C(=O)NC[C@@H](COC)O)C1=CC=C(C=C1)C